3-isopropyl-4H-pyrazolo[1,5-a]Pyrimidine-5,7-dione C(C)(C)C=1C=NN2C1NC(CC2=O)=O